7-methoxy-coumarin COC1=CC=C2C=CC(OC2=C1)=O